C(C)(=O)C1=C(C=C(C=C1)C(F)(F)F)C=1C(=NN(C(C1)=O)[C@H](C(=O)NC1=CC=C(C(=O)O)C=C1)CC1=CC=CC=C1)OC (S)-4-(2-(4-(2-acetyl-5-(trifluoromethyl)phenyl)-3-methoxy-6-oxopyridazin-1(6H)-yl)-3-phenylpropionamido)benzoic acid